ClC1=NC=C(C(=N1)C1=CC(=CC=C1)C1=NC=CC=C1)Cl 2,5-dichloro-4-(3-(pyridin-2-yl)phenyl)pyrimidine